FC(SC=1C(=NN2C1C=CC=C2N[C@H]2[C@H](CNCC2)F)C#CCNC=2C=C(C(=O)NC)C=CC2OC)F 3-((3-(3-((difluoromethyl)thio)-7-(((3S,4R)-3-fluoropiperidin-4-yl)amino)pyrazolo[1,5-a]pyridin-2-yl)prop-2-yn-1-yl)amino)-4-methoxy-N-methylbenzamide